[Na].C1(=CC=CC=C1)S(=O)(=O)OCCCCCCCCCCCC.[Na] sodium dodecyl benzenesulfonate, sodium salt